O1COC2=C1C=CC(=C2)NC(=O)N[C@@H]2C(NC[C@H]2C2=C(C=C(C=C2F)OC)F)=O |o1:13,17| (-)-1-(benzo[d][1,3]dioxol-5-yl)-3-[(3S*,4R*)-4-(2,6-difluoro-4-methoxyphenyl)-2-oxopyrrolidin-3-yl]urea